CNC(C1=C(C=CC=C1)SC1=CC=C2C(=NNC2=C1)\C=C\C1=NN(C=C1)CCN1CCCC1)=O N-Methyl-2-({3-[(E)-2-{1-[2-(pyrrolidin-1-yl)ethyl]-1H-pyrazol-3-yl}vinyl]-1H-Indazol-6-yl}thio)benzamide